OC1=C(C=C(C=C1)C)C1=NC(=NC(=C1)C1=CC=CC=C1)C1=NC(=CC(=N1)C=1C=C(C=CC1O)C)C1=CC=CC=C1 4,4'-bis(4-hydroxy-3-tolyl)-6,6'-diphenyl-2,2'-bipyrimidine